4-chloro-2-methyl-indazole-7-sulfonyl chloride ClC=1C2=CN(N=C2C(=CC1)S(=O)(=O)Cl)C